6-(3-((benzyloxy)methyl)-4-ethyl-5-oxo-4,5-dihydro-1H-1,2,4-triazol-1-yl)-4-methyl-2-((1,1,1-trifluoropropan-2-yl)oxy)nicotinonitrile C(C1=CC=CC=C1)OCC1=NN(C(N1CC)=O)C1=NC(=C(C#N)C(=C1)C)OC(C(F)(F)F)C